C(C)(=O)NC(C(=O)NC1=CNC2=CC=C(C=C12)C=1C=NN(C1)C1=CC=C(C=C1)C(F)(F)F)C 2-acetamido-N-(5-{1-[4-(trifluoromethyl)phenyl]-1H-pyrazol-4-yl}-1H-indol-3-yl)propanamide